(1-hydroxycyclohexyl)(phenyl)methanol OC1(CCCCC1)C(O)C1=CC=CC=C1